2-cyano-2,3-diisopropylbutanedioic acid diisobutyl ester C(C(C)C)OC(C(C(C(=O)OCC(C)C)C(C)C)(C(C)C)C#N)=O